CN(C1=C(C=NC=2NC3=C(C=C(C(=C3C21)F)F)NC)C=2C=C1C(C(=CN(C1=NC2)CCN2CCOCC2)C(=O)O)=O)C 6-(4-(dimethylamino)-5,6-difluoro-8-(methylamino)-9H-pyrido[2,3-b]indol-3-yl)-1-(2-morpholinoethyl)-4-oxo-1,4-dihydro-1,8-naphthyridine-3-carboxylic acid